Dibutyltin diethylhexanoate C(C)C(C(=O)[O-])(CCCC)CC.C(CCC)[Sn+2]CCCC.C(C)C(C(=O)[O-])(CCCC)CC